C(C)N[C@H]1C[C@H](N(CC1)C(=O)N1CCC(CC1)CN1C=NC(=CC1=O)C1=CC=CC=C1)C1=CC=CC=C1 3-((1-((2s,4r)-4-(ethylamino)-2-phenylpiperidin-1-carbonyl)piperidin-4-yl)methyl)-6-phenylpyrimidin-4(3H)-one